CC=1C=2N(C=CN1)N=C(C2)C(F)(F)F 4-methyl-2-(trifluoromethyl)pyrazolo[1,5-a]pyrazine